5-(2-fluoro-3,4,5,6-tetradeuterophenyl)-1H-pyrrole-3-carbaldehyde FC1=C(C(=C(C(=C1[2H])[2H])[2H])[2H])C1=CC(=CN1)C=O